3-(4-methylpyridin-2-yl)phenol CC1=CC(=NC=C1)C=1C=C(C=CC1)O